ClC1=C(C2=C(N=C(N=C2NC)N[C@H]2CN(CC2)C)N=C1OC)C (R)-6-chloro-7-methoxy-N4,5-dimethyl-N2-(1-methylpyrrolidin-3-yl)pyrido[2,3-d]pyrimidine-2,4-diamine